FC1=C(C(=O)OC)C=CC(=C1)N1C(CCCC1)=O Methyl 2-fluoro-4-(2-oxopiperidin-1-yl)benzoate